potassium molybdate [O-][Mo](=O)(=O)[O-].[K+].[K+]